NCC(=O)NC1=CC=C(C=C1)N(C(OCC1=CC=C(C=C1)NC([C@H](C)NC([C@H](C(C)C)NC(=O)OC(C)(C)C)=O)=O)=O)[C@@H]1C[C@@H](N(C2=CC=CC=C12)C(CC)=O)C 4-((S)-2-((S)-2-((tert-butoxycarbonyl)amino)-3-methylbutanamido)propanamido)benzyl (4-(2-aminoacetamido)phenyl)((2S,4R)-2-methyl-1-propionyl-1,2,3,4-tetrahydroquinolin-4-yl)carbamate